C1[C@H]2N(CCN1C=1N=NC(=CN1)C1=C(C=C(C=C1)N1N=CC=N1)O)CCC2 2-{3-[(8aS)-hexahydropyrrolo[1,2-a]pyrazin-2(1H)-yl]-1,2,4-triazin-6-yl}-5-(2H-1,2,3-triazol-2-yl)phenol